N-(2-methoxyethyl)but-3-en-1-amine COCCNCCC=C